1-(2-((t-butoxycarbonyl)amino)propyl)-5-chloro-1H-pyrrole-3-carboxylic acid methyl ester COC(=O)C1=CN(C(=C1)Cl)CC(C)NC(=O)OC(C)(C)C